2-(4-chloro-3-fluorophenyl)-5-methyl-1H-imidazol ClC1=C(C=C(C=C1)C=1NC(=CN1)C)F